tert-butyl 7-[4-[(5-cyclopentyl-1H-pyrazol-3-yl)amino]pyrimidin-2-yl]-2,7-diazaspiro[3.5]nonane-2-carboxylate C1(CCCC1)C1=CC(=NN1)NC1=NC(=NC=C1)N1CCC2(CN(C2)C(=O)OC(C)(C)C)CC1